ClC1=C(C=C(C=C1)C(CNC1CCC(CC1)(C)O)C1=CC=CC=C1)C=1C(=CC=C(C1F)OC(F)F)C(=O)N 2'-chloro-5-(difluoromethoxy)-6-fluoro-5'-(2-(((1r,4r)-4-hydroxy-4-methylcyclohexyl)amino)-1-phenylethyl)-[1,1'-biphenyl]-2-carboxamide